C(C)(C)C1=C(NC2=CC=C(C=C12)C1CC2C(CN(C2)C2COCC2)C1)C=1C(=C(C=2N(C1)C=NN2)C)C 6-(3-Isopropyl-5-(2-(tetrahydrofuran-3-yl)octahydrocyclopenta[c]pyrrol-5-yl)-1H-indol-2-yl)-7,8-dimethyl-[1,2,4]triazolo[4,3-a]pyridin